N-{1-cyclooctyl-2-oxo-2-[(2-oxospiro[indoline-3,4'-tetrahydropyran]-6-yl)amino]ethyl}-3-methylisoxazole-4-carboxamide C1(CCCCCCC1)C(C(NC1=CC=C2C(=C1)NC(C21CCOCC1)=O)=O)NC(=O)C=1C(=NOC1)C